2-cyano-2-methyl-benzamide C(#N)C1(C(C(=O)N)C=CC=C1)C